2-methyl-2-morpholinyl-(4-methylthiophenyl)-1-propanone CC(C(=O)C=1SC=C(C1)C)(C)N1CCOCC1